2-methyl-5-(1-methyl-1H-indol-3-yl)-4-(naphthalen-2-yl)oxazole CC=1OC(=C(N1)C1=CC2=CC=CC=C2C=C1)C1=CN(C2=CC=CC=C12)C